The molecule is a member of the class of isocoumarins that is asperentin in which the hydroxy group at position 8 has been replaced by a methoxy group. It is a fungal metabolite isolated from Chaetomium globosum. It has a role as a Chaetomium metabolite. It is a member of isocoumarins, a member of phenols, an aromatic ether and a member of pyrans. It derives from an asperentin. C[C@H]1CCC[C@@H](O1)CC2CC3=C(C(=CC(=C3)O)OC)C(=O)O2